FC(C1=NN(C=C1N1N=NC(=C1)C=1C=NN2C1N=C(C=C2)N2CCOCC2)C2CCNCC2)F 4-(3-(1-(3-(difluoromethyl)-1-(piperidin-4-yl)-1H-pyrazol-4-yl)-1,2,3-triazol-4-yl)pyrazolo[1,5-a]pyrimidin-5-yl)morpholine